C(C)(C)(C)OC(=O)N(C1CCC(CC1)C(=O)OC)C (1s,4s)-Methyl 4-((tert-butoxycarbonyl)(methyl)amino)cyclohexanecarboxylate